4,7-DIMETHYL-1H-INDAZOLE-3-CARBALDEHYDE CC1=C2C(=NNC2=C(C=C1)C)C=O